ethyl-2-(chloromethyl)-3-phenyl-1-(2,4,6-trimethoxyphenyl)cycloprop-2-ene C(C)C1(C(=C1C1=CC=CC=C1)CCl)C1=C(C=C(C=C1OC)OC)OC